(4-(8-(2-Chlorophenethyl)-7-methyl-2,6-dioxo-1-(prop-2-yn-1-yl)-1,2,6,7-tetrahydro-3H-purin-3-yl)butyl)phosphonic acid ClC1=C(CCC2=NC=3N(C(N(C(C3N2C)=O)CC#C)=O)CCCCP(O)(O)=O)C=CC=C1